(R)-1-(4-(5-(5-(1-(3,5-dichloropyridin-4-yl)ethoxy)-1H-pyrazolo[4,3-b]pyridin-3-yl)-3-fluoropyridin-2-yl)-3-methyl-1H-pyrazol-1-yl)-2-methyl-2-propanol ClC=1C=NC=C(C1[C@@H](C)OC1=CC=C2C(=N1)C(=NN2)C=2C=C(C(=NC2)C=2C(=NN(C2)CC(C)(O)C)C)F)Cl